C(C)(C)OP(OC(C)C)NC=1OC=CN1 (diisopropyloxyphosphino)aminooxazole